C=C(C(=O)OCCCCCCCCCCCCCCCCCC)C(=O)OCCCCCCCCCCCCCCCCCC distearyl methylenemalonate